CC(C(C1OCCC(C1)C)C(C(C(=O)C1C(C=CCC1(C)C)C)S)C)C 3-[2-methyl-1-(4-methyltetrahydropyran-2-yl)propyl]-sulfanyl-1-(2,6,6-trimethylcyclohex-3-en-1-yl)butan-1-one